5-(4-chloro-2-fluorophenyl)-7-((2S)-2-(4-methoxy-phenyl)-4-morpholinyl)-2,3-dimethylpyrido[4,3-d]pyrimidin-4(3H)-one ClC1=CC(=C(C=C1)C1=NC(=CC=2N=C(N(C(C21)=O)C)C)N2C[C@@H](OCC2)C2=CC=C(C=C2)OC)F